1-allyl-2,5-dimethylpiperazine C(C=C)N1C(CNC(C1)C)C